tert-butyl ((4-bromothiophen-2-yl)methyl)carbamate BrC=1C=C(SC1)CNC(OC(C)(C)C)=O